3-(methoxymethylidene)cyclobutane-1-carbonitrile COC=C1CC(C1)C#N